N-{2-[(2S)-1-methylpyrrolidin-2-yl]-1H-pyrrolo[3,2-c]pyridin-6-yl}-5-(1H-pyrazol-4-yl)pyridine-2-carboxamide CN1[C@@H](CCC1)C1=CC=2C=NC(=CC2N1)NC(=O)C1=NC=C(C=C1)C=1C=NNC1